(S)-1-(3,4-difluorophenyl)-N-(5-(3,5-dimethylisoxazol-4-yl)-2-nitrophenyl)-5-oxopyrrolidine-2-carboxamide FC=1C=C(C=CC1F)N1[C@@H](CCC1=O)C(=O)NC1=C(C=CC(=C1)C=1C(=NOC1C)C)[N+](=O)[O-]